4-O-β-D-glucopyranosyl-D-fructose [C@@H]1([C@H](O)[C@@H](O)[C@H](O)[C@H](O1)CO)O[C@@H]([C@@H](C(CO)=O)O)[C@H](O)CO